tert-butyl 4-((2-((tert-butyldimethylsilyl) oxy) ethoxy) methyl)-4-fluoropiperidine-1-carboxylate [Si](C)(C)(C(C)(C)C)OCCOCC1(CCN(CC1)C(=O)OC(C)(C)C)F